(2S)-2-[[4-[(2-amino-4-hydroxy-pteridin-6-yl)methylamino]benzoyl]amino]pentanedioic acid NC1=NC2=NC=C(N=C2C(=N1)O)CNC1=CC=C(C(=O)N[C@H](C(=O)O)CCC(=O)O)C=C1